6-bromopyridin-2-amine BrC1=CC=CC(=N1)N